4-(3-(piperazine-1-yl)propyl)piperidine-1-carboxylic acid tert-butyl ester C(C)(C)(C)OC(=O)N1CCC(CC1)CCCN1CCNCC1